C(O[C@H]1C[C@H](CC1)C1=NNC(=C1)NC=1C=CC2=C(OCCNS2(=O)=O)C1)(OC1=CC=C(C=C1)[N+](=O)[O-])=O (1R,3S)-3-(5-((1,1-dioxido-3,4-dihydro-2H-benzo[b][1,4,5]oxathiazepin-7-yl)amino)-1H-pyrazol-3-yl)cyclopentyl (4-nitrophenyl) carbonate